dicyano phosphate P(=O)(OC#N)(OC#N)[O-]